N-(3,6-dimethyl-1,2,3,4-tetrahydronaphthalen-1-yl)-2-oxo-6-(trifluoromethyl)-1,2-dihydropyridine-3-carboxamide CC1CC(C2=CC=C(C=C2C1)C)NC(=O)C=1C(NC(=CC1)C(F)(F)F)=O